NC1CCN(CC1)C(CNC(C1=C(C=C(C=C1)NC=1C=2N(C=CN1)C(=CN2)C=2C(=NNC2)C(F)(F)F)CC)=O)=O N-[2-(4-amino-1-piperidyl)-2-oxo-ethyl]-2-ethyl-4-[[3-[3-(trifluoromethyl)-1H-pyrazol-4-yl]imidazo[1,2-a]pyrazin-8-yl]amino]benzamide